S-(l-1-bromoundecyl) thioacetate C(C)(=O)SC(CCCCCCCCCC)Br